tert-butyl 7-((6-cyano-5-(1-methoxycyclopropyl)pyridin-2-yl)amino)-4-(7-fluoroimidazo[1,2-a]pyridin-3-yl)-1-oxoisoindoline-2-carboxylate C(#N)C1=C(C=CC(=N1)NC=1C=CC(=C2CN(C(C12)=O)C(=O)OC(C)(C)C)C1=CN=C2N1C=CC(=C2)F)C2(CC2)OC